FC1=C(C(=CC(=C1)[N+](=O)[O-])C)CC(=O)OC methyl (2-fluoro-6-methyl-4-nitrophenyl)acetate